tert-butyl (3R,4S)-4-((5-(3-(2,2-difluoroethyl)-2-methyl-3H-imidazo[4,5-b]pyridin-5-yl)pyrrolo[2,1-f][1,2,4]triazin-2-yl-4-d)amino)-3-fluoropiperidine-1-carboxylate FC(CN1C(=NC=2C1=NC(=CC2)C=2C=CN1N=C(N=C(C12)[2H])N[C@@H]1[C@@H](CN(CC1)C(=O)OC(C)(C)C)F)C)F